(cyclohexane-1,4-diylbis(methylene)) diterephthalate C(C1=CC=C(C(=O)[O-])C=C1)(=O)OCC1CCC(CC1)COC(C1=CC=C(C(=O)[O-])C=C1)=O